BrC1=CC=C(C=C1)CC(=O)Br 4-bromophenylacetyl bromide